3,3,5-trimethylcyclopentane-1,2-diol CC1(C(C(C(C1)C)O)O)C